5-(4-(difluoromethoxy)phenyl)-N3-(2-((2R,6S)-2,6-dimethylmorpholinyl)-5-fluoropyrimidin-4-yl)pyridazin-3,6-diamine FC(OC1=CC=C(C=C1)C=1C=C(N=NC1N)NC1=NC(=NC=C1F)N1C[C@H](O[C@H](C1)C)C)F